ClC=1C(NN=CC1CCCN1CC2(C1)CC(C2)OC2=CC=C1C=NN(C1=C2C)C)=O 4-chloro-5-(3-(6-((1,7-dimethyl-1H-indazol-6-yl)oxy)-2-azaspiro[3.3]heptan-2-yl)propyl)pyridazin-3(2H)-one